4-(4-((6-(trifluoromethyl)pyridin-3-yl)oxy)pyrimidin-5-yl)piperidin FC(C1=CC=C(C=N1)OC1=NC=NC=C1C1CCNCC1)(F)F